1-(7-fluoro-2,2-dimethyl-2,3-dihydrobenzo[b][1,4]dioxin-6-yl)ethan-1-one FC=1C(=CC2=C(OC(CO2)(C)C)C1)C(C)=O